CN(C/C=C/C(=O)N1CCN(CC1)C1=NC=C(C=N1)NC1=CC=C(C=C1)C1=CC2=C(N=CN=C2N2CCOCC2)N1)C (E)-4-(dimethylamino)-1-(4-(5-((4-(4-morpholino-7H-pyrrolo[2,3-d]pyrimidin-6-yl)phenyl)amino)pyrimidin-2-yl)piperazin-1-yl)but-2-en-1-one